4-ethylbutyrate C(C)CCCC(=O)[O-]